tert-butyl (3R)-3-[2-(2,6-dioxo-3-piperidyl)-1,3-dioxo-isoindolin-5-yl]oxypyrrolidine-1-carboxylate O=C1NC(CCC1N1C(C2=CC=C(C=C2C1=O)O[C@H]1CN(CC1)C(=O)OC(C)(C)C)=O)=O